COC=1C=C2CCN(CC2=CC1NC1=NC=C(C(=N1)NC1=C(C=CC=C1)C)C(=O)N)C 2-[(6-methoxy-2-methyl-1,2,3,4-tetrahydroisoquinolin-7-yl)amino]-4-[(2-methylphenyl)amino]pyrimidine-5-carboxamide